1-N-PENTYL-1-TOSYLMETHYL ISOCYANIDE CCCCCC([N+]#[C-])S(=O)(=O)C1=CC=C(C=C1)C